3-((1r,4r)-4'-Chloro-4-hydroxy-1',2'-dihydrospiro[cyclohexane-1,3'-pyrrolo[2,3-b]pyridin]-5'-yl)-1H-indole-5-carbonitrile ClC1=C2C(=NC=C1C1=CNC3=CC=C(C=C13)C#N)NCC21CCC(CC1)O